4-Chloro-6'-(((1S,3S)-3-((6-methyl-1,2,4-triazin-3-yl)amino)cyclopentyl)amino)-2H-[1,3'-bipyridin]-2-one ClC1=CC(N(C=C1)C=1C=NC(=CC1)N[C@@H]1C[C@H](CC1)NC=1N=NC(=CN1)C)=O